2,4,6-trimercapto-1,3,5-triazine disodium salt [Na].[Na].SC1=NC(=NC(=N1)S)S